tert-butyl 2-methyl-4-(2-methyl-4-(pyrrolo[2,1-f][1,2,4]triazin-4-yl)benzyl)-3-oxopiperazine-1-carboxylate CC1N(CCN(C1=O)CC1=C(C=C(C=C1)C1=NC=NN2C1=CC=C2)C)C(=O)OC(C)(C)C